water antimony [Sb].O